9-(8-((2-amino-3-chloropyridin-4-yl)thio)imidazo[1,2-c]pyrimidin-5-yl)-3-(ethylsulfonyl)-3,9-diazaspiro[5.5]undecan-1-amine NC1=NC=CC(=C1Cl)SC=1C=2N(C(=NC1)N1CCC3(CCN(CC3N)S(=O)(=O)CC)CC1)C=CN2